FC1(CCN(CC1)C(=O)C1=CC2=C(S1)C(=CC=C2)C2=CC=1N=CNC(C1N=C2)=O)F 7-(2-(4,4-difluoropiperidine-1-carbonyl)benzo[b]thiophen-7-yl)pyrido[3,2-d]pyrimidin-4(3H)-one